(3-(4-Benzylpiperazin-1-yl)propyl)carbamic acid tert-butyl ester C(C)(C)(C)OC(NCCCN1CCN(CC1)CC1=CC=CC=C1)=O